6-hydroxypyridine-carboxamide OC1=CC=CC(=N1)C(=O)N